5-(2-nitrophenyl)-2-(4-(trifluoromethoxy)phenyl)Oxazole-4-carboxylic acid ethyl ester C(C)OC(=O)C=1N=C(OC1C1=C(C=CC=C1)[N+](=O)[O-])C1=CC=C(C=C1)OC(F)(F)F